C(C)OC(C(C)=C1CCNCC1)=O 2-(piperidin-4-ylidene)propionic acid ethyl ester